3-((4-(2-((2,7-diazaspiro[3.5]nonan-7-yl)methyl)-5-chloro-3-methylphenyl)pyrrolo[2,1-f][1,2,4]triazin-6-yl)methyl)-6,6-dimethyl-3-azabicyclo[3.1.0]hexane-2,4-dione hydrochloride Cl.C1NCC12CCN(CC2)CC2=C(C=C(C=C2C)Cl)C2=NC=NN1C2=CC(=C1)CN1C(C2C(C2C1=O)(C)C)=O